O[Si](CC[Si](C)(C)O)(C)C 1,2-bis(hydroxydimethylsilyl)ethane